(E)-threonine N[C@@H]([C@H](O)C)C(=O)O